bis(2,4,6-trimethylbenzoyl)isobutylphosphine oxide CC1=C(C(=O)P(CC(C)C)(C(C2=C(C=C(C=C2C)C)C)=O)=O)C(=CC(=C1)C)C